N-(5,6-difluoro-1H-indol-3-yl)-6-phenoxy-pyridine-3-sulfonamide FC=1C=C2C(=CNC2=CC1F)NS(=O)(=O)C=1C=NC(=CC1)OC1=CC=CC=C1